6-{[2-(4-methoxyphenyl)[1,2,4]triazolo[1,5-c]quinazolin-5-yl]amino}-1,4-diazepan-5-one COC1=CC=C(C=C1)C1=NN2C(=NC=3C=CC=CC3C2=N1)NC1C(NCCNC1)=O